NC1=NC(=CC(=N1)C=1C=C(C#N)C=CC1)C=1N=NN(C1)CC1=NC(=CC=C1)CO m-[2-amino-6-(1-{[6-(hydroxymethyl)-2-pyridinyl]methyl}-1H-1,2,3-triazol-4-yl)-4-pyrimidinyl]benzonitrile